N=1C=NN2C1C=C(C=C2)C2=C(C=CC=C2)O ([1,2,4]triazolo[1,5-a]pyridin-7-yl)phenol